Ethyl 3-(3-(6-hydroxy-5,5-dimethyl-1-((tetrahydro-2H-pyran-2-yl)oxy)hexyl)phenyl)-2-methylacrylate OCC(CCCC(OC1OCCCC1)C=1C=C(C=CC1)C=C(C(=O)OCC)C)(C)C